NCC1CCC(CC1)N(C1=C2CN(C(C2=CC=C1)=O)C1C(NC(CC1)=O)=O)CCC1CC1 3-(4-(((1s,4s)-4-(aminomethyl)cyclohexyl)(2-cyclopropylethyl)amino)-1-oxoisoindolin-2-yl)piperidine-2,6-dione